2-(2-(3,6-dihydro-2H-pyran-4-yl)-5-ethyl-6-(6-fluoro-3,8-diazabicyclo[3.2.1]oct-3-yl)-7-oxo-[1,2,4]triazolo[1,5-a]pyrimidin-4(7H)-yl)-N-(2-methyl-4-(trifluoromethyl)phenyl)acetamide O1CCC(=CC1)C1=NN2C(N(C(=C(C2=O)N2CC3CC(C(C2)N3)F)CC)CC(=O)NC3=C(C=C(C=C3)C(F)(F)F)C)=N1